ClC1=CC=C(C=C1)C1=CC=C(C=C1)C1=C(C=C(C=C1C(F)(F)F)C1=C(C=C(C=C1)C(F)(F)F)C(F)(F)F)C(F)(F)F 4'''-chloro-2,3',4,5'-tetrakis(trifluoromethyl)-1,1':4',1'':4'',1'''-quaterphenyl